4-(2,5-Diazabicyclo[2.2.2]octan-2-yl)-7-(7,8-difluoro-3-hydroxynaphthalen-1-yl)-2-((1-(pyrrolidin-1-ylmethyl)cyclopropyl)methoxy)-6-(trifluoromethyl)pyrido[3,4-d]pyrimidin-8(7H)-one C12N(CC(NC1)CC2)C=2C1=C(N=C(N2)OCC2(CC2)CN2CCCC2)C(N(C(=C1)C(F)(F)F)C1=CC(=CC2=CC=C(C(=C12)F)F)O)=O